OC(C(C(=O)[O-])=O)C hydroxy-alpha-ketobutyrate